N-(3,3-difluorocyclobutyl)-5-(2-ethoxy-7H-pyrrolo[2,3-d]pyrimidin-5-yl)pyrazolo[1,5-a]pyridine-3-carboxamide FC1(CC(C1)NC(=O)C=1C=NN2C1C=C(C=C2)C2=CNC=1N=C(N=CC12)OCC)F